2-[4-(cyclopropanecarbonyl)-phenyl]-2-methyl-propionic acid ethyl ester C(C)OC(C(C)(C)C1=CC=C(C=C1)C(=O)C1CC1)=O